N1C=C(C2=CC=CC=C12)CC1OC2=C(C(N1CC1=CC=C(C=C1)OC)=O)C=CC=C2 2-((1H-indol-3-yl)methyl)-3-(4-methoxybenzyl)-2,3-dihydro-4H-benzo[e][1,3]oxazin-4-one